CN(C=1N=CC(=NC1)B(O)O)C 5-(DIMETHYLAMINO)PYRAZINE-2-BORONIC ACID